N2-{[(9H-fluoren-9-yl)methoxy]carbonyl}-N5-[N-(2,2,4,6,7-pentamethyl-2,3-dihydro-1-benzofuran-5-sulfonyl)carbamimidoyl]-L-ornithine C1=CC=CC=2C3=CC=CC=C3C(C12)COC(=O)N[C@@H](CCCNC(NS(=O)(=O)C=1C(=C(C2=C(CC(O2)(C)C)C1C)C)C)=N)C(=O)O